FC1=C(C=NN1C)C=1C=C2C=NC=NN2C1 6-(5-fluoro-1-methyl-1H-pyrazol-4-yl)pyrrolo[2,1-f][1,2,4]triazin